6-iodo-3',6'-dihydro-[3,4'-bipyridine]-1'(2'H)-carboxylic acid tert-butyl ester C(C)(C)(C)OC(=O)N1CCC(=CC1)C=1C=NC(=CC1)I